2-(5-bromo-2-ethyl-thiazol-4-yl)acetonitrile BrC1=C(N=C(S1)CC)CC#N